tert-butyl (4-(8-methoxy-3-neopentyl-4-oxo-3,4-dihydroquinazolin-2-yl)butyl)(methyl)carbamate COC=1C=CC=C2C(N(C(=NC12)CCCCN(C(OC(C)(C)C)=O)C)CC(C)(C)C)=O